COC(CN(C(=O)C1CCC(CC1)(F)F)C)OC N-(2,2-dimethoxyethyl)-4,4-difluoro-N-methyl-cyclohexanecarboxamide